N-(2-((5-bromo-2-((2-methoxy-6-(4-morpholinopiperidin-1-yl)pyridin-3-yl)amino)pyrimidine-4-yl)amino)-5-fluorophenyl)methanesulfonamide BrC=1C(=NC(=NC1)NC=1C(=NC(=CC1)N1CCC(CC1)N1CCOCC1)OC)NC1=C(C=C(C=C1)F)NS(=O)(=O)C